bis[bis(norbornenylmethylene)chlorophosphine] titanium tetrachloride [Ti](Cl)(Cl)(Cl)Cl.C12(C=CC(CC1)C2)C=P(Cl)=CC21C=CC(CC2)C1.C12(C=CC(CC1)C2)C=P(Cl)=CC21C=CC(CC2)C1